N=1NN=NC1CCCC1=CC(=C(C(=O)NC=2OC(=NN2)C=2SC=CC2)C=C1)OC 4-(3-(2H-tetrazol-5-yl)propyl)-2-methoxy-N-(5-(thiophen-2-yl)-1,3,4-oxadiazol-2-yl)Benzamide